NC1=CC=C(C(=N1)F)CC1=CN(C2=NC=C(C=C21)C)C(=O)OC(C)(C)C tert-butyl 3-[(6-amino-2-fluoro-3-pyridyl)methyl]-5-methyl-pyrrolo[2,3-b]pyridine-1-carboxylate